oxa-adamantane C12OC3CC(CC(C1)C3)C2